(2R,3R)-β-methylcyclohexylalanine CC[C@@H](NC1CCCCC1)C(=O)O